CN1CCC(CC1)N 1-methyl-piperidin-4-ylamine